Tri-isobutyl-aluminum C(C(C)C)[Al](CC(C)C)CC(C)C